O[C@@H](CONC(C1=C(C(=C(C=C1)F)F)NC1=C(C=C(C=C1)I)F)=O)CO N-[2(R),3-dihydroxypropoxy]-3,4-difluoro-2-(2-fluoro-4-iodophenyl)amino-benzamide